C(C)(C)(C)OC(=O)N(C1=C2C(=NC(=C1)Cl)C(=C(S2)[C@H]2CC=C(C[C@@H]2NC(=O)OC(C)(C)C)C(=O)O)C)CC=2SC=CC2 (4S,5S)-4-(7-((tert-butoxycarbonyl)(thiophen-2-ylmethyl)amino)-5-chloro-3-methylthieno[3,2-b]pyridin-2-yl)-5-((tert-butoxycarbonyl)amino)cyclohex-1-ene-1-carboxylic acid